C(C)(C)C1=CC=C(C=C1)NC(=O)[C@H]1[C@H]([C@@H](CCC1)C1=CC=C(C=C1)NC)C(=O)O (1S,2R,6R)-2-((4-isopropylphenyl)carbamoyl)-6-(4-(methylamino)phenyl)cyclohexane-1-carboxylic acid